3,3-bis(4-methoxyphenyl)-6-morpholinyl-3H-naphtho[2,1-b]pyran COC1=CC=C(C=C1)C1(C=CC2=C(O1)C=C(C1=CC=CC=C12)N1CCOCC1)C1=CC=C(C=C1)OC